ClC1=CNC2=C(C=CC(=C12)C#N)NC(C(F)(F)F)=O (3-chloro-4-cyano-1H-indol-7-yl)-2,2,2-trifluoroacetamide